tert-Butyl (2S,5R)-5-(4-(6-chloro-3-((1-(3-chlorobenzoyl)-4-hydroxypiperidin-4-yl)methyl)-4-oxo-3,4-dihydro-7H-pyrrolo[2,3-d]pyrimidin-7-yl)phenyl)-2-methylmorpholine-4-carboxylate ClC1=CC2=C(N=CN(C2=O)CC2(CCN(CC2)C(C2=CC(=CC=C2)Cl)=O)O)N1C1=CC=C(C=C1)[C@@H]1CO[C@H](CN1C(=O)OC(C)(C)C)C